(R)-N-(cyclopropylmethyl)-1-(6-(2-(5-(6-(pyrrolidin-1-yl)pyrazin-2-yl)-1,3,4-thiadiazol-2-yl)propan-2-yl)pyridin-3-yl)piperidin-3-amine C1(CC1)CN[C@H]1CN(CCC1)C=1C=NC(=CC1)C(C)(C)C=1SC(=NN1)C1=NC(=CN=C1)N1CCCC1